C1(CC1)C=1OC(=CN1)C(=O)N1[C@@H](C2=C(CC1)NC=N2)C2=NN1C(C=CC=C1)=C2 (S)-(2-cyclopropyloxazol-5-yl)(4-(pyrazolo[1,5-a]pyridin-2-yl)-1,4,6,7-tetrahydro-5H-imidazo[4,5-c]pyridin-5-yl)methanone